CN(S(=O)(=O)C1=CC=C(C=C1)S(=O)(=O)N1N=C(C=C1)C1CCNCC1)C N,N-dimethyl-4-((3-(piperidin-4-yl)-1H-pyrazol-1-yl)sulfonyl)benzenesulfonamide